O1CCC(CC1)CN1C[C@@H]2[C@H](C1)CC(C2)CCNC=2N=NC(=CC2)C=2N(N=CC2C)C N-[2-[(3aR,6aS)-2-(tetrahydropyran-4-ylmethyl)-3,3a,4,5,6,6a-hexahydro-1H-cyclopenta[c]pyrrol-5-yl]ethyl]-6-(2,4-dimethylpyrazol-3-yl)pyridazin-3-amine